[N+](=O)([O-])C1=CC=C(OC(=O)NCCCC[C@H](N)C(=O)[O-])C=C1 N6-[(4-nitrophenoxy)carbonyl]-L-lysinate